4-chloroβ-carboline ClC1=CN=CC=2NC3=CC=CC=C3C12